1,1,1,2,2,4,4,5,5,5-decafluoropentane FC(C(CC(C(F)(F)F)(F)F)(F)F)(F)F